C(C)(C)(C)N1N=CC(=C(C1=O)Cl)OC1=CC=C(C=C1)CCCF 2-(tert-butyl)-4-chloro-5-(4-(3-fluoropropyl)phenoxy)pyridazin-3(2H)-one